methyl 4-(3-ethyl-1-methyl-4-((3-(trifluoromethyl)benzyl)amino)-1H-pyrazolo[3,4-d]pyrimidin-6-yl)benzoate C(C)C1=NN(C2=NC(=NC(=C21)NCC2=CC(=CC=C2)C(F)(F)F)C2=CC=C(C(=O)OC)C=C2)C